C(C)CC(CC(=O)[O-])=O.C(C)CC(CC(=O)[O-])=O.C(C)CC(CC(=O)[O-])=O.C(C)(C)O[Ti+3] isopropoxytitanium tris(ethyl acetoacetate)